CNC(CCCCCCCCCCCC1(NC=C(C(=C1)C)B1OC(C(O1)(C)C)(C)C)C#C[Si](C)(C)C(C)(C)C)=O 2-((tert-butyldimethylsilyl)ethynyl)-4-methyl-5-(4,4,5,5-tetramethyl-1,3,2-dioxaborolan-2-yl)pyridinelauric acid methylamide